2-(2-((4-methyl-2-oxo-2H-chromen-7-yl)amino)-2-oxoethoxy)acetic acid CC1=CC(OC2=CC(=CC=C12)NC(COCC(=O)O)=O)=O